[Ir](=O)=O Iridium (IV)-Oxid